5-((2-chlorobenzyl)amino)-3-(((3-fluoropyridin-2-yl)methyl)amino)-4H-benzo[e][1,2,4]thiadiazine 1,1-dioxide ClC1=C(CNC2=CC=CC3=C2NC(=NS3(=O)=O)NCC3=NC=CC=C3F)C=CC=C1